8-fluoro-5-oxaspiro[2.5]octane-1-carboxylic acid ethyl ester C(C)OC(=O)C1CC12COCCC2F